methyl 2-(2,5,8,11,14,17-hexaoxanonadecan-19-yloxy)-4-bromobenzoate COCCOCCOCCOCCOCCOCCOC1=C(C(=O)OC)C=CC(=C1)Br